COC1=CC=C2[C@@H](CC=3C(=NOC3C2=C1)N)C |r| rac-8-methoxy-5-methyl-4,5-dihydronaphtho[2,1-d]isoxazol-3-amine